3-(2-chlorophenyl)urea ClC1=C(C=CC=C1)NC(N)=O